OC1=C2C(C=C(OC2=C(C(=C1)O)O)C1=CC=CC=C1)=O 5,7,8-trihydroxyflavone